methyl 5-(6-fluoro-4-(7-(3-methoxyazetidin-1-yl)-1,3-dimethyl-2-oxo-1,2-dihydroquinolin-5-yl)-3,4-dihydro-2H-benzo[b][1,4]oxazin-7-yl)picolinate FC1=CC2=C(OCCN2C2=C3C=C(C(N(C3=CC(=C2)N2CC(C2)OC)C)=O)C)C=C1C=1C=CC(=NC1)C(=O)OC